methoxy-1-methyl-5'-((triisopropylsilyl)ethynyl)spiro[indoline-3,1'-pyrrolo[3,2,1-ij]quinazoline]-2,3'(2'H)-dione CON1C(N2C3=C(C=CC=C3C13C(N(C1=CC=CC=C13)C)=O)C=C2C#C[Si](C(C)C)(C(C)C)C(C)C)=O